3-(5-iodo-7-methoxy-1-oxo-3H-isoindol-2-yl)piperidine-2,6-dione IC=1C=C2CN(C(C2=C(C1)OC)=O)C1C(NC(CC1)=O)=O